C(C1=C(C(=CC(=C1)CCCCO)N1N=C2C(=N1)C=CC(=C2)Br)O)C2=C(C(=CC(=C2)CCCCO)N2N=C1C(=N2)C=CC(=C1)Br)O methylenebis[6-(5-bromo-2H-benzotriazol-2-yl)-4-(4-hydroxybutyl)phenol]